4-methyl-4H-1,2,4-triazole-3-carbaldehyde CN1C(=NN=C1)C=O